FC1=CC=C2C(=CNC2=C1)C1(NC2=CC=CC=C2C1=O)C1=CC=CC=C1 2-(6-fluoro-1H-indol-3-yl)-2-phenyl-indol-3-one